(S)-5-(4-(Difluoromethoxy)-5-fluoro-2-(3-(morpholinomethyl)-1,2,3,4-tetrahydroisoquinoline-2-carbonyl)phenyl)-1,2-dimethyl-1H-pyrrole-3-carboxylic acid FC(OC1=CC(=C(C=C1F)C1=CC(=C(N1C)C)C(=O)O)C(=O)N1CC2=CC=CC=C2C[C@H]1CN1CCOCC1)F